NC1=C(C=2C(=NC=C(C2Br)C)N1C1=C(C(=CC=C1C)OC)C)C(=O)OC methyl 2-amino-4-bromo-1-(3-methoxy-2,6-dimethylphenyl)-5-methylpyrrolo[2,3-b]pyridine-3-carboxylate